ethyl [(E)-N-[(E)-6-(4,4-difluoropiperidin-1-yl)-5-fluoropyridine-3-carbonyloxy]carbamimidoyl]formate FC1(CCN(CC1)C1=C(C=C(C=N1)C(=O)ON/C(=N/[H])/C(=O)OCC)F)F